(4aR,8aS)-6-[3-[[4,5-bis(trifluoromethyl)-2-pyridinyl]oxymethyl]azetidine-1-carbonyl]-4,4a,5,7,8,8a-hexahydropyrido[4,3-b][1,4]oxazin-3-one FC(C1=CC(=NC=C1C(F)(F)F)OCC1CN(C1)C(=O)N1C[C@@H]2[C@@H](OCC(N2)=O)CC1)(F)F